FC1(CN(CC[C@H]1NC1=NN2C(C(=N1)OC)=C(C(=C2)F)C=2C=CC1=C(N(N=N1)C(CF)CF)C2)S(=O)(=O)C)F (R)-N-(3,3-difluoro-1-(methylsulfonyl)piperidin-4-yl)-5-(1-(1,3-difluoropropan-2-yl)-1H-benzo[d][1,2,3]triazol-6-yl)-6-fluoro-4-methoxypyrrolo[2,1-f][1,2,4]triazin-2-amine